C(OCC12CCC(CC1)(C2)CC)([2H])([2H])[2H] 2-(4-((methoxy-d3)methyl)bicyclo[2.2.1]heptan-1-yl)ethane